3-deoxy-alpha-arabinoheptulosonate C([C@@]1(O)C[C@@H](O)[C@H](O)[C@H](O1)CO)(=O)[O-]